C(C=C)(=O)N1[C@@H](CCC1)C(=O)OC methyl acryloyl-L-prolinate